NC=1C(=C(C=C2C=C(N=CC12)NC1=NN2CC(N(CCC2=C1)C)=O)C=1C=NC=CC1C)F 2-((8-amino-7-fluoro-6-(4-methylpyridin-3-yl)isoquinolin-3-yl)amino)-6-methyl-5,6-dihydro-4H-pyrazolo[1,5-d][1,4]diazepin-7(8H)-one